cobalt-chromium-nickel-molybdenum-iron [Fe].[Mo].[Ni].[Cr].[Co]